(2S)-3,3,3-trifluoro-2-[[4-iodo-6-(morpholin-4-yl)pyridin-2-yl]amino]propan-1-ol FC([C@H](CO)NC1=NC(=CC(=C1)I)N1CCOCC1)(F)F